5-bromo-3-(2-(2-ethoxy-2-oxoethyl)-3-methylphenoxy)-2,3-dihydrospiro[indene-1,4'-piperidine]-1'-carboxylic acid ethyl ester C(C)OC(=O)N1CCC2(CC1)CC(C1=CC(=CC=C12)Br)OC1=C(C(=CC=C1)C)CC(=O)OCC